O=C\C(\C(=O)OCC)=N/NC=1C=NSC1 Ethyl (2E)-3-oxo-2-[2-(1,2-thiazol-4-yl)hydrazinylidene]propanoate